C1(CCCCC1)[C@H](C)NC(=O)[C@H]1N([C@@H]2C[C@@]2(C1)C)C(=O)OC(C)(C)C tert-Butyl (1R,3S,5R)-3-(((S)-1-cyclohexylethyl)carbamoyl)-5-methyl-2-azabicyclo[3.1.0]hexane-2-carboxylate